C1=CC=CC=2C3=CC=CC=C3C(C12)COC(=O)N[C@H]1[C@@H](CCCC1)C(=O)O (1R,2R)-2-(9H-Fluoren-9-ylmethoxycarbonylamino)cyclohexane-1-carboxylic acid